N=1N(C=NC1)N [1,2,4]Triazol-2-amine